(S or R)-4-(4-((1R,5S)-3,8-diazabicyclo[3.2.1]octan-3-yl)-6-chloro-2-(3-(dimethyl-amino)propoxy)-8-fluoro-quinazolin-7-yl)naphthalen [C@H]12CN(C[C@H](CC1)N2)C2=NC(=NC1=C(C(=C(C=C21)Cl)C2=CC=CC1=CC=CC=C21)F)OCCCN(C)C